C1(CCCCCC1)[C@@H](C(=O)NC=1C=NC(=CC1)C=1C(=NOC1C)C)NC(=O)C=1C(=NOC1)CC (S)-N-(1-cycloheptyl-2-((6-(3,5-dimethylisoxazol-4-yl)pyridin-3-yl)amino)-2-oxoethyl)-3-ethylisoxazole-4-carboxamide